FC1([C@@H]([C@@H](N(C1)C(C(C)C)=O)CC1=CC(=CC=C1)C1=NC(=CC=C1)C)NS(=O)(=O)CC)F N-[(2S,3R)-4,4-difluoro-1-(2-methyl-propanoyl)-2-{[3-(6-methylpyridin-2-yl)phenyl]methyl}pyrrolidin-3-yl]-ethanesulfonamide